C(#C)C1=CC2=C(N(C(C(N2C)=O)=O)C2CCN(CC2)C2=NC=C(C=N2)C#N)N=C1 2-(4-(7-ethynyl-1-methyl-2,3-dioxo-2,3-dihydropyrido[2,3-b]pyrazin-4(1H)-yl)piperidine-1-yl)pyrimidine-5-carbonitrile